3,4-dichloro-1-methoxy-12-oxo-6a,7,9,10-tetrahydro-12H-pyrazino[2,1-c]Pyrido[3,4-f][1,4]Oxazepin-8(6H)-carboxylic acid tert-butyl ester C(C)(C)(C)OC(=O)N1CC2COC3=C(C(N2CC1)=O)C(=NC(=C3Cl)Cl)OC